ethyl-(E)-2-decenoate C(C)OC(\C=C\CCCCCCC)=O